Methyl (2S)-6-{[(tert-butoxy)carbonyl]amino}-2-{[({4-oxo-1-[2-{propan-2-yloxy}ethyl]-2-sulfanylidene-1H,2H,3H,4H,5H-pyrrolo[3,2-d]pyrimidin-5-yl}methoxy)carbonyl]amino}hexanoate C(C)(C)(C)OC(=O)NCCCC[C@@H](C(=O)OC)NC(=O)OCN1C=CC=2N(C(NC(C21)=O)=S)CCOC(C)C